N-(cyclopropylmethoxy)-4-(4-((3-ethyl-9-fluoro-2-oxo-2,3-dihydro-1H-pyrimido[4,5,6-de]quinazolin-8-yl)methyl)piperazin-1-yl)-2,3-difluorobenzamide C1(CC1)CONC(C1=C(C(=C(C=C1)N1CCN(CC1)CC1=CC=2C3=C(N(C(NC3=C1F)=O)CC)N=CN2)F)F)=O